C(C1=CC=CC=C1)NC(C1=C(C=CC=C1)C#CC1=CC=C(C=C1)C)=O N-benzyl-2-(p-tolylethynyl)benzamide